8-(1-(tert-butyl)-3-(4-chloro-3-fluorophenyl)-1H-pyrrolo[2,3-b]pyridine-6-carbonyl)-6,6-difluoro-1,3,8-triazaspiro[4.5]decane-2,4-dione C(C)(C)(C)N1C=C(C=2C1=NC(=CC2)C(=O)N2CC(C1(C(NC(N1)=O)=O)CC2)(F)F)C2=CC(=C(C=C2)Cl)F